ClC1=CC=C(C=C1)C=1C(NC(N([C@H]2[C@H](O)[C@H](O)[C@@H](CO)O2)C1)=O)=O 5-(4-chlorophenyl)uridine